5-oxo-1-methylpiperidine-2-methanoate O=C1CCC(N(C1)C)C(=O)[O-]